2-(pyridin-2-yl)-9H-purin-6-ol N1=C(C=CC=C1)C1=NC(=C2N=CNC2=N1)O